3-(3-chloro-4-fluorophenyl)-1-(2-methoxyethyl)-1-((1-methoxyisoquinolin-4-yl)methyl)urea ClC=1C=C(C=CC1F)NC(N(CC1=CN=C(C2=CC=CC=C12)OC)CCOC)=O